C(C)OC1=C(C=C(CCN)C=C1OC)SCC 4-ethoxy-3-ethylthio-5-methoxy-phenethylamine